tert-butyl 3-(4-(3-(4-methoxybenzyl)-4-oxo-3,4-dihydrophthalazin-1-yl)piperidin-1-yl)propanoate COC1=CC=C(CN2N=C(C3=CC=CC=C3C2=O)C2CCN(CC2)CCC(=O)OC(C)(C)C)C=C1